methyl 5-(5-fluoro-2-methylpyridine-4-amido)-2-methylpyrazole-3-carboxylate FC=1C(=CC(=NC1)C)C(=O)NC=1C=C(N(N1)C)C(=O)OC